OC12CC3C(C(CC(C1)C3)C2)=O 5-hydroxy-2-adamantanone